4-[4-[[2-methyl-5-[(2S,3S,4S,5R,6R)-3,4,5-tribenzyloxy-6-ethyl-tetrahydropyran-2-yl]phenyl]methyl]phenyl]butanoic acid CC1=C(C=C(C=C1)[C@@H]1O[C@@H]([C@H]([C@@H]([C@H]1OCC1=CC=CC=C1)OCC1=CC=CC=C1)OCC1=CC=CC=C1)CC)CC1=CC=C(C=C1)CCCC(=O)O